2,2'-azino-bis(3-ethylbenzthiazoline-6-sulphonic acid) N(N=C1SC2=C(N1CC)C=CC(=C2)S(=O)(=O)O)=C2SC1=C(N2CC)C=CC(=C1)S(=O)(=O)O